2-{2-Fluoro-6-[4-(hydroxymethyl)piperidin-1-yl]pyridin-3-yl}-1H-indol-6-ol FC1=NC(=CC=C1C=1NC2=CC(=CC=C2C1)O)N1CCC(CC1)CO